tert-Butyl (2S,5R)-5-ethyl-4-isobutyryl-2-methylpiperazine-1-carboxylate C(C)[C@H]1N(C[C@@H](N(C1)C(=O)OC(C)(C)C)C)C(C(C)C)=O